Pyrrolo[2,3-d]thiazole S1CN=C2C1=CC=N2